C(#N)C[C@@H]1N(CCN(C1)C=1C2=C(N=CN1)CN(CC2)C2=CC=CC1=CC=CC=C21)C(=O)OCC2=CC=CC=C2 benzyl (2S)-2-(cyanomethyl)-4-[7-(1-naphthyl)-6,8-dihydro-5H-pyrido[3,4-d]pyrimidin-4-yl]piperazine-1-carboxylate